C[C@H]1O[C@H](CC(C1)NC1=NC=CC2=C1C(=NN2)C=2N=CN(C2)C(C)C)C N-((2R,4S,6S)-2,6-dimethyltetrahydro-2H-pyran-4-yl)-3-(1-isopropyl-1H-imidazol-4-yl)-1H-pyrazolo[4,3-c]pyridin-4-amine